3-(4-chloro-3,5-difluorophenyl)-N-(4-ethyl-3-(pyridin-4-yl)-1H-pyrazol-5-yl)propenamide ClC1=C(C=C(C=C1F)C=CC(=O)NC1=C(C(=NN1)C1=CC=NC=C1)CC)F